COC1=NC=C(C=N1)NC(NC=1N=CSC1C(=O)OCC)=S ethyl 4-(3-(2-methoxypyrimidin-5-yl)thioureido)thiazole-5-carboxylate